C(C)OC(C(C(=C)C)OC(C1=C(C=CC(=C1)OC1=C(C=C(C=C1)C(F)(F)F)Cl)[N+](=O)[O-])=O)=O 5-[2-chloro-4-(trifluoromethyl)phenoxy]-2-nitrobenzoic acid (1-ethoxy-3-methyl-1-oxobut-3-en-2-yl) ester